4,4-dimethyl-2''-oxodispiro[cyclohexane-1,2'-pyrrolidine-3',3''-indoline] CC1(CCC2(NCCC23C(NC2=CC=CC=C32)=O)CC1)C